[Cl-].C(C)[N+]1=C(C=CC=C1)CN1C(SCC1)=S1CN(C(C1=C1SC2=C(N1C)C=CC=C2)=O)CC 1-ethyl-2-[[3-ethyl-5-(3-methyl-2(3H)-benzothiazolylidene)-4-oxo-2-thiazolidinediyl-(thiazolidinyl)]methyl]-pyridinium chloride